(R)-(3-(4-(methylsulfonyl)phenethyl)-1-(2-(pyridin-2-yl)propan-2-yl)pyrrolidin-3-yl)methanol CS(=O)(=O)C1=CC=C(CC[C@@]2(CN(CC2)C(C)(C)C2=NC=CC=C2)CO)C=C1